BrC1=C(C(=CC=C1)CBr)CBr 1-bromo-2,3-bis(bromomethyl)benzene